6,7-difluoro-2,3,4,9-tetrahydro-1H-carbazol-1-amine FC=1C=C2C=3CCCC(C3NC2=CC1F)N